CC1=C(C(=NN1)C1=CC=C(C=C1)C)O 5-methyl-3-(p-tolyl)-pyrazol-4-ol